C(#N)C1=CC=C(CCN[C@H](C(=O)NC=2C=NC(=CC2)C=2C=NN(C2)C)C2=CC=CC=C2)C=C1 |r| (S)- and (R)-2-((4-Cyanophenethyl)amino)-N-(6-(1-methyl-1H-pyrazol-4-yl)pyridin-3-yl)-2-phenylacetamide